1,2-diheptyl-sn-glycero-3-phosphorylcholine C(CCCCCC)OC[C@@H](OCCCCCCC)COP(=O)(O)OCC[N+](C)(C)C